5-(trifluoromethyl)furan-3-carboxylic acid FC(C1=CC(=CO1)C(=O)O)(F)F